COC=1C=C2C(=CC=NC2=CC1OC)OC1=C(C=C(C=C1)NC1=NN(C=C1C(=O)NC1=CC(=CC=C1)F)C)F 3-((4-((6,7-dimethoxyquinolin-4-yl)oxy)-3-fluorophenyl)amino)-N-(3-fluorophenyl)-1-methyl-1H-pyrazole-4-carboxamide